C(CCC)OC1=CC=C(C=C1)/C=C/C(=O)C1=C(C=C(C=C1O)OCCCC)OCCCC (E)-3-(4-Butoxyphenyl)-1-(2,4-dibutoxy-6-hydroxyphenyl)prop-2-en-1-one